C(C=C)(=O)OC(C)(C)C#N alpha-cyanoisopropyl acrylate